(2S,11aR)-6-((S)-sec-butoxy)-7-fluoro-2-hydroxy-8-methyl-2,3,11,11a-tetrahydro-1H,5H-benzo[f]pyrrolo[2,1-c][1,4]oxazepine-5-one [C@H](C)(CC)OC1=C(C(=CC2=C1C(N1[C@@H](CO2)C[C@@H](C1)O)=O)C)F